6-bromo-4-fluoro-3-iodo-2-methyl-indazole BrC=1C=C(C2=C(N(N=C2C1)C)I)F